1-(((5S,7S)-3-(5-chloro-3-methylpyridin-2-yl)-7-methyl-2-oxo-1-oxa-3-azaspiro[4.5]decane-7-yl)methyl)-1H-benzo[d]imidazole-6-carbonitrile ClC=1C=C(C(=NC1)N1C(O[C@]2(C1)C[C@@](CCC2)(C)CN2C=NC1=C2C=C(C=C1)C#N)=O)C